O=C1NC(CCC1N1C(C2=CC=CC(=C2C1=O)NC=1C=C2C=NN(C2=CC1C1=CC(=NC=C1)C)C1CCOCC1)=O)=O 2-(2,6-Dioxopiperidin-3-yl)-4-((6-(2-methylpyridin-4-yl)-1-(tetrahydro-2H-pyran-4-yl)-1H-indazol-5-yl)amino)isoindoline-1,3-dione